1-(4-(6-chloro-2-(3-(dimethyl-amino)-3-methyl-azetidin-1-yl)-8-fluoro-7-(2-fluoro-6-hydroxyphenyl)quinazolin-4-yl)piperazin-1-yl)prop-2-en-1-one ClC=1C=C2C(=NC(=NC2=C(C1C1=C(C=CC=C1O)F)F)N1CC(C1)(C)N(C)C)N1CCN(CC1)C(C=C)=O